7-(2-((2-((6-bromopyrazin-2-yl)amino)-2-Oxoethyl)(cyclopropyl)amino)-2-oxoethyl)-7H-pyrrolo[2,3-d]Pyrimidine-4-carboxamide BrC1=CN=CC(=N1)NC(CN(C(CN1C=CC2=C1N=CN=C2C(=O)N)=O)C2CC2)=O